NC=1C2=C(N=CN1)NC(=C2C2=CC=C(C=C2)OC2=NC(=CC=C2)C)C2=CC=C(C=C2)NC(C=C)=O N-(4-(4-amino-5-(4-((6-methylpyridin-2-yl)oxy)phenyl)-7H-pyrrolo[2,3-d]pyrimidin-6-yl)phenyl)acrylamide